C(C)(=O)O[C@@]1(C(=CCC1)C)C (S)-(1,2-dimethyl-2-cyclopentenyl) acetate